C(CCCCCCCCCCCCCCCCCC)CCCCCCCCCCCCCCCCCCCC nonadecyl-eicosane